N1C[C@@H](O)[C@@H](O)[C@H]1[C@H](O)C 6-deoxy-1,4-dideoxy-1,4-imino-D-mannitol